C(C)(C)(C)C=1C(=C(C=C(CP(OCCCCCCCCCCCCCCCCCC)(OCCCCCCCCCCCCCCCCCC)=O)C1)C)O dioctadecyl 5-tert-butyl-4-hydroxy-3-methylbenzylphosphonate